2-(1-(4-amino-3-(2,3-difluoro-4-isopropoxyphenyl)-1H-pyrazolo[3,4-d]pyrimidin-1-yl)ethyl)-3-phenylquinazolin-4(3H)-one NC1=C2C(=NC=N1)N(N=C2C2=C(C(=C(C=C2)OC(C)C)F)F)C(C)C2=NC1=CC=CC=C1C(N2C2=CC=CC=C2)=O